C(N)(=O)C1=CC=C(C(=C1C1=C(C=CC2=C1C[C@](O2)(C2=CC=CC=C2)CN[C@H]2CC[C@H](CC2)C(=O)OC)Cl)F)OC (cis)-methyl 4-((((2S,4S)-4-(6-carbamoyl-2-fluoro-3-methoxyphenyl)-5-chloro-2-phenyl-2,3-dihydrobenzofuran-2-yl)methyl)amino)cyclohexanecarboxylate